pyridinium (2S,5R)-N'-(methylsulfonyl)-7-oxo-6-(sulfooxy)-1,6-diazabicyclo[3.2.1]octane-2-carbohydrazide CS(=O)(=O)NNC(=O)[C@H]1N2C(N([C@H](CC1)C2)OS(=O)(=O)O)=O.[NH+]2=CC=CC=C2